6-methoxy-1-methyl-4-(1-methylpyrazol-4-yl)-1,2,3,4-tetrahydroisoquinoline COC=1C=C2C(CNC(C2=CC1)C)C=1C=NN(C1)C